[(cyclopent-1-en-1-yl)methyl]-3-methyl-1,5,9-triazacyclododecan C1(=CCCC1)CN1CC(CNCCCNCCC1)C